COC1=CC=C(OCCCCN2CCOCC2)C=C1 4-[4-(4-methoxyphenoxy)butyl]morpholine